[4-[[9-[(3S)-tetrahydrofuran-3-yl]-8-(2,4,6-trifluoroanilino)purin-2-yl]amino]cyclohexyl] 2-chloroacetate ClCC(=O)OC1CCC(CC1)NC1=NC=C2N=C(N(C2=N1)[C@@H]1COCC1)NC1=C(C=C(C=C1F)F)F